N-(tert-Butoxycarbonyl)-N-(4-chloro-2-(4-(2-((dimethylamino)methyl)-1-methyl-1H-imidazol-5-yl)phenoxy)-6-fluorobenzyl)-L-alanine C(C)(C)(C)OC(=O)N([C@@H](C)C(=O)O)CC1=C(C=C(C=C1F)Cl)OC1=CC=C(C=C1)C1=CN=C(N1C)CN(C)C